NCCC=1NC=2C=CC=C(C2C1)O 2-(Aminoethyl)-Indol-4-ol